C1CCC2=C(C=CC=C12)C1=C(C=C2C(=N1)C(=NN2)C=2C=NN(C2)C2CN(C2)C(=O)OC)OC Methyl 3-(4-(5-(2,3-dihydro-1H-inden-4-yl)-6-methoxy-1H-pyrazolo[4,3-b]pyridin-3-yl)-1H-pyrazol-1-yl)azetidine-1-carboxylate